ClC1=C(C=C(C=C1)F)N(C(C)=O)C1=NC=CC(=C1)NC(CC1=C(C(=CC=C1)F)Cl)=O N-(2-chloro-5-fluorophenyl)-N-{4-[2-(2-chloro-3-fluorophenyl)acetylamino]pyridin-2-yl}acetamide